tert-butyl (3S,4R)-3-fluoro-4-((8-(4-(trifluoromethyl)phenyl)-1,6-naphthyridin-5-yl)amino)pyrrolidine-1-carboxylate F[C@H]1CN(C[C@H]1NC1=C2C=CC=NC2=C(C=N1)C1=CC=C(C=C1)C(F)(F)F)C(=O)OC(C)(C)C